C1(=CC=CC=C1)OP(O)(=O)C(N)CC(CCCC)CC 2-Ethylhexyl-aminomethyl-phosphonic acid monophenyl ester